NC1=CC(=C(C=C1)S)C1=CC=CC=C1 para-aminophenylthiophenol